4,4'-(anthracene-9,10-diyl)dibenzoic acid dimethyl ester COC(C1=CC=C(C=C1)C=1C2=CC=CC=C2C(=C2C=CC=CC12)C1=CC=C(C(=O)OC)C=C1)=O